[C@H]12OC[C@H](N(C1)C1CCN(CC1)C1=C(C=C(C(=C1)OC)NC1=NC=NC(=C1)N1OCC[C@@H]1C1=CC(=CC=C1)F)NC(C=C)=O)C2 N-(2-(4-((1R,4R)-2-oxa-5-azabicyclo[2.2.1]heptane-5-yl)piperidine-1-yl)-5-((6-((R)-3-(3-fluorophenyl)-isoxazolidine-2-yl)pyrimidine-4-yl)amino)-4-methoxy-phenyl)acrylamide